2-ethylhexyl acrylat C(C=C)(=O)OCC(CCCC)CC